C[C@@H](C(=O)C1=NC2=C(NC1)N=C(NC2=O)N)O S-(-)-2-amino-7,8-dihydro-6-(2-hydroxy-1-oxopropyl)-4(1H)-pteridinone